CS(=O)(=O)C=1C=C(CC2(NC(=NC=C2C(F)(F)F)NC2=CC=C(C=C2)N2CCNCC2)N)C=CC1 4-(3-(methylsulfonyl)benzyl)-N2-(4-(piperazine-1-yl)phenyl)-5-(trifluoromethyl)pyrimidine-2,4-diamine